NC=1C=CC(=NC1)OC1=CC(=C(C#N)C=C1)C(=C)C 4-[(5-amino-2-pyridinyl)oxy]-2-(1-methyl-ethenyl)benzonitrile